CN(C(C#CC(=O)N1CCC(CC1)(C(=O)N([C@@H](C(C)C)C(=O)O)CC)F)(C)C)C N-(1-(4-(dimethylamino)-4-methylpent-2-ynoyl)-4-fluoropiperidine-4-carbonyl)-N-ethyl-L-valine